FCCCCCCCCN1C(C=2C(C1=O)=CC=CC2)=O N-(8-fluorooctyl)phthalimide